ethyl (S)-1-((1-(tert-butoxycarbonyl)-4-hydroxy-3,3-dimethylpiperidin-4-yl) methyl)-4-(2-fluorophenyl)-6-oxo-1,6-dihydropyridine-3-carboxylate C(C)(C)(C)OC(=O)N1CC([C@](CC1)(O)CN1C=C(C(=CC1=O)C1=C(C=CC=C1)F)C(=O)OCC)(C)C